C(=O)C=1C=C(C=C2C(C=C(OC12)N1CCOCC1)=O)C(=O)N(C)C 8-formyl-N,N-dimethyl-2-morpholino-4-oxo-4H-chromene-6-carboxamide